C(C)OC(=O)C1(C(N(C1C)C)C)C1=CC(=C(C=C1)F)F 3-(3,4-Difluorophenyl)-1,2,4-trimethylazetidine-3-carboxylic acid ethyl ester